FC1=CC(=C(OC2=[N+](C=CC=N2)[O-])C=C1)C(N(C1=CC=CC=C1)C(C)C)=O (4-fluoro-2-(isopropyl-(phenyl)carbamoyl)phenoxy)pyrimidine 1-oxide